COC(C1=CC(=C(C(=C1)Cl)O)N)=O 3-Amino-5-chloro-4-hydroxybenzoic acid methyl ester